C(CCCCCCCCCCC)[Sn](C)(C)CCCCCCCCCCCC didodecyl-dimethyl-tin